tert-butyl 3-{6-bromo-4-oxothieno[3,2-d]pyrimidin-3-yl}-4-oxopiperidine-1-carboxylate BrC1=CC=2N=CN(C(C2S1)=O)C1CN(CCC1=O)C(=O)OC(C)(C)C